4-mercapto-1,3-dioxo-2-(2,6-Dioxopiperidin-3-yl)-isoindoline SC1=C2C(N(C(C2=CC=C1)=O)C1C(NC(CC1)=O)=O)=O